(S)-quinuclidin-3-yl (7-(benzo[d]dioxol-5-yl)-1,2,3,4-tetrahydronaphthalen-1-yl)carbamate O1COC2=C1C=CC(=C2)C2=CC=C1CCCC(C1=C2)NC(O[C@@H]2CN1CCC2CC1)=O